6-bromo-N-[5-(2-cyanoethyl)-4,6-dimethoxy-pyrimidin-2-yl]-1H-pyrrolo[2,3-b]pyridine BrC1=CC=C2C(=N1)N(C=C2)C2=NC(=C(C(=N2)OC)CCC#N)OC